methyl 3-(benzyloxy)-2,2-dimethylpropanoate C(C1=CC=CC=C1)OCC(C(=O)OC)(C)C